isopropyl ((S)-(((2S,3S,4R,5R)-5-(4-amino-2-oxopyrimidin-1(2H)-yl)-2,4-difluoro-3-hydroxy-4-methyl-tetrahydrofuran-2-yl)methoxy)(phenoxy)phosphoryl)-L-alaninate NC1=NC(N(C=C1)[C@H]1[C@]([C@@H]([C@@](O1)(F)CO[P@](=O)(OC1=CC=CC=C1)N[C@@H](C)C(=O)OC(C)C)O)(C)F)=O